4-Methyl-2-((1s,3s)-3-((6-(5-methyl-1,2,4-oxadiazol-3-yl)quinazolin-4-yl)amino)cyclobutane-1-carboxamido)thiazole-5-carboxylic acid tert-butyl ester C(C)(C)(C)OC(=O)C1=C(N=C(S1)NC(=O)C1CC(C1)NC1=NC=NC2=CC=C(C=C12)C1=NOC(=N1)C)C